OC[C@@]12C[C@H](N([C@H]2C1)C(CNC(CCCOC1=CC=CC=C1)=O)=O)C(=O)O (1S,3S,5R)-5-(hydroxymethyl)-2-((4-phenoxybutyryl)glycyl)-2-azabicyclo[3.1.0]-hexane-3-carboxylic acid